(S)-2-amino-4-methylpentanoic acid benzyl ester 4-methylbenzenesulfonate CC1=CC=C(C=C1)S(=O)(=O)O.C(C1=CC=CC=C1)OC([C@H](CC(C)C)N)=O